di-(4-hydroxyphenyl)phosphine OC1=CC=C(C=C1)PC1=CC=C(C=C1)O